5-(4,4-difluoropiperidin-3-yl)tetrahydropyrimidin-2(1H)-one FC1(C(CNCC1)C1CNC(NC1)=O)F